ClC1=C(CC=2NC=C(N2)C2=CC3=CC=CC=C3C=C2)C=CC=C1 2-(2-chlorobenzyl)-4-(2-naphthyl)imidazole